CC(CC(=O)OC[C@H]1O[C@@]([C@@H]([C@@H]1OC(C)=O)O)(C#N)C1=CC=C2C(=NC=NN21)N)C ((2R,3S,4R,5R)-3-acetoxy-5-(4-aminopyrrolo[2,1-f][1,2,4]triazin-7-yl)-5-cyano-4-hydroxytetrahydrofuran-2-yl)methyl 3-methylbutanoate